4-(3-phenylisooxazolidin-2-yl)-5-(trifluoromethyl)pyrimidine C1(=CC=CC=C1)C1N(OCC1)C1=NC=NC=C1C(F)(F)F